(S)-1-ethyl-4,4-difluoro-3-methylpiperidine-3-carboxylic acid methyl ester COC(=O)[C@@]1(CN(CCC1(F)F)CC)C